CN1CCC(=CC1)C1=CC2=C(N=CC(=C2NC2CNCC2)C(F)(F)F)N1 2-(1-methyl-1,2,3,6-tetrahydropyridin-4-yl)-N-(pyrrolidin-3-yl)-5-(trifluoromethyl)-1H-pyrrolo[2,3-b]pyridin-4-amine